N-(6-methoxy-2-methyl-2H-indazol-5-yl)-1,1-diphenylmethanimine COC=1C(=CC2=CN(N=C2C1)C)N=C(C1=CC=CC=C1)C1=CC=CC=C1